OC=1C(=NC=CC1OC)C(=O)N[C@@H](C)C1=NC(=NO1)C1=CC=CC=C1 (S)-3-hydroxy-4-methoxy-N-(1-(3-phenyl-1,2,4-oxadiazol-5-yl)ethyl)picolinamide